N-((3-(5-amino-7-(((3S,4R)-3-fluoro-1-methylpiperidin-4-yl)amino)-3-vinyl-2H-indazol-2-yl)-1,2,4-oxadiazol-5-yl)methyl)cyclopropanecarboxamide NC1=CC2=C(N(N=C2C(=C1)N[C@H]1[C@H](CN(CC1)C)F)C1=NOC(=N1)CNC(=O)C1CC1)C=C